diethyl 2-(3-chloro-2-butenyl)-2-isobutyl-malonate ClC(=CCC(C(=O)OCC)(C(=O)OCC)CC(C)C)C